4-(tert-butyl)-4-hydroxy-8-(3-methylpyridin-4-yl)-3,4-dihydro-1h,6h-pyrano[4,3-b]thieno[3,2-d]pyran-6-one C(C)(C)(C)C1(COCC2=C1OC(C1=C2C=C(S1)C1=C(C=NC=C1)C)=O)O